(3-benzyloxy-1-methylcyclobutoxy)-tert-butyl-(dimethyl)silane tert-butyl-4-[[4-(chloromethyl)phenyl]methyl]-3-oxo-piperazine-1-carboxylate C(C)(C)(C)OC(=O)N1CC(N(CC1)CC1=CC=C(C=C1)CCl)=O.C(C1=CC=CC=C1)OC1CC(C1)(O[Si](C)(C)C(C)(C)C)C